ClC1=CC(=CC(=C1)OC(F)(F)F)N=C=O 1-Chloro-3-isocyanato-5-(trifluoromethoxy)benzene